8-(2,2-dimethyl-propyl)-6-fluoro-8H-pyrido[2,3-d]pyrimidin-7-one CC(CN1C(C(=CC2=C1N=CN=C2)F)=O)(C)C